COC1=CC=C(C=C1)N1N=NNC1=O 4-(4-methoxyphenyl)-1,4-dihydro-5H-tetrazol-5-one